3-(4-amino-2-(4-(tert-butoxy)-4-oxobutoxy)phenyl)propanoic acid NC1=CC(=C(C=C1)CCC(=O)O)OCCCC(=O)OC(C)(C)C